BrC1=C2CCN([C@@H](C2=C(C=C1)OCC=1N(C=CN1)C(C)C)CN1C(C2=CC=CC=C2C1)=O)C(=O)[C@H]1[C@H](CCCC1)C(=O)O (1S,2R)-2-((S)-5-bromo-8-((1-isopropyl-1H-imidazol-2-yl)methoxy)-1-((1-oxoisoindolin-2-yl)methyl)-1,2,3,4-tetrahydroisoquinoline-2-carbonyl)cyclohexane-1-carboxylic acid